5-nitro-2-pyridinecarbonyl chloride [N+](=O)([O-])C=1C=CC(=NC1)C(=O)Cl